acryloyloxymethyl-dioxolane C(C=C)(=O)OCC1OCCO1